Cl.N1CC2(CC1)C1=C(B(O2)O)C=CC=C1 1H-spiro[benzo[c][1,2]oxaborole-3,3'-pyrrolidine]-1-ol hydrochloride